tert-butyl ((2S,5R,6R)-2-(bis(2-(4-(hydroxymethyl)-1H-1,2,3-triazol-1-yl)ethyl)carbamoyl)-3,3-dimethyl-7-oxo-4-thia-1-azabicyclo[3.2.0]heptan-6-yl)carbamate OCC=1N=NN(C1)CCN(C(=O)[C@@H]1N2C([C@H]([C@H]2SC1(C)C)NC(OC(C)(C)C)=O)=O)CCN1N=NC(=C1)CO